(5-chloro-2-isopropyl-phenyl)methyl-N-cyclopropyl-3-(difluoromethyl)-5-fluoro-1-methyl-pyrazole-4-carboxamide ClC=1C=CC(=C(C1)CN(C(=O)C=1C(=NN(C1F)C)C(F)F)C1CC1)C(C)C